1,3,4-thiadiazole-2,5-dithiol zinc [Zn].S1C(=NN=C1S)S